N1=CC(=CC(=C1)C=1N=NN(C1)C=1C(=C(C(=O)O)C=CC1)O)C=1N=NN(C1)C=1C(=C(C(=O)O)C=CC1)O 4'-(pyridine-3,5-diyl-bis(1H-1,2,3-triazole-4,1-diyl))bis(2-hydroxybenzoic acid)